C(C1=CC=CC=C1)OC(=O)N1CC(C(CC1)O)C=1C=NN(C1)CC1=CC=CC=C1 3-(1-benzyl-pyrazol-4-yl)-4-hydroxy-piperidine-1-carboxylic acid benzyl ester